C(C)NC(=O)C1NC2CC2(C1)C N-ethyl-5-methyl-2-azabicyclo[3.1.0]hexane-3-carboxamide